(E)-N-(5-((5-((3-(ethylamino)-3-iminopropyl)carbamoyl)-1-methyl-1H-pyrrol-3-yl)carbamoyl)-1-methyl-1H-pyrrol-3-yl)-6-(4-methoxystyryl)nicotinamide C(C)NC(CCNC(=O)C1=CC(=CN1C)NC(=O)C1=CC(=CN1C)NC(C1=CN=C(C=C1)\C=C\C1=CC=C(C=C1)OC)=O)=N